N,2-diphenylacetamide C1=CC=C(C=C1)CC(=O)NC2=CC=CC=C2